N(=C=O)CCC(C(CCN=C=O)F)F 1,6-diisocyanato-3,4-difluorohexane